FC1=CC=C(C=C1)C1=CC(=C(C=N1)CNC(C=C)=O)C=1OC(=NN1)CNC N-((6-(4-fluorophenyl)-4-(5-((methylamino)methyl)-1,3,4-oxadiazol-2-yl)pyridin-3-yl)methyl)acrylamide